Cl.N(C(=N)N)C1=CC=C(C(=O)OC=2C=C3CCC(C3=CC2)=O)C=C1 1-oxo-2,3-dihydro-1H-inden-5-yl 4-guanidinobenzoate hydrochloride